BrC1=NNC2=C1C=NC(=C2)C#N 3-bromo-1H-pyrazolo[4,3-c]pyridine-6-carbonitrile